4-Hydroxyprolin OC1C[C@H](NC1)C(=O)O